N1N=CC=C1 azazol